C(C1=CC=CC=C1)SC1=C(C=CC(=C1)C1C(C1)(F)F)OC benzyl(5-(2,2-difluorocyclopropyl)-2-methoxyphenyl)sulfane